phenyl[bis(biphenylyl)triazinyl]benzoselenophen C1(=CC=CC=C1)C1=C([Se]C2=C1C=CC=C2)C2=NN=NC(=C2C2=C(C=CC=C2)C2=CC=CC=C2)C2=C(C=CC=C2)C2=CC=CC=C2